(±)-3-((5-Fluoro-2-methyl-3-oxo-3,4-dihydroquinoxalin-6-yl)methyl)-N-methyl-1,2,3,4,4a,5-hexahydropyrazino[1,2-d]pyrido[2,3-b][1,4]oxazine-8-carboxamide FC1=C2NC(C(=NC2=CC=C1CN1C[C@H]2N(C3=C(OC2)N=C(C=C3)C(=O)NC)CC1)C)=O |r|